3-((5-(1,5-naphthyridin-4-yl)-1H-pyrazol-3-yl)amino)-5-(piperidin-4-yl)-5H-pyrrolo[2,3-b]pyrazine-7-carbonitrile N1=CC=C(C2=NC=CC=C12)C1=CC(=NN1)NC1=CN=C2C(=N1)N(C=C2C#N)C2CCNCC2